2,7-dichloro-8-fluoro-N-((1R,2R)-2-fluorocyclopropyl)-N-methylpyrido[4,3-d]pyrimidin-4-amine ClC=1N=C(C2=C(N1)C(=C(N=C2)Cl)F)N(C)[C@H]2[C@@H](C2)F